(R)-7-(5-chloro-2-(cyclopentylamino)pyridin-4-yl)-2-(5-fluoro-2-(hydroxymethyl)benzyl)-3-(methoxymethyl)-3,4-dihydropyrrolo[1,2-a]pyrazin-1(2H)-one ClC=1C(=CC(=NC1)NC1CCCC1)C=1C=C2N(C[C@@H](N(C2=O)CC2=C(C=CC(=C2)F)CO)COC)C1